C(C)(C)(C)OC(=O)NCCCCC=1C=C(C=CC1)C1=CC=C(C=C1)CCC(=O)OC methyl 3-(3'-(4-((tert-butoxycarbonyl)amino)butyl)-[1,1'-biphenyl]-4-yl)propanoate